6-(acetylamino)-N-(7,9-dimethoxy-8-methyl-2,3-dihydroimidazo[1,2-c]quinazolin-5-yl)nicotinamide C(C)(=O)NC1=NC=C(C(=O)NC2=NC=3C(=C(C(=CC3C=3N2CCN3)OC)C)OC)C=C1